C(C1=CC=CC=C1)N(C1CCC(CC1)OCC(=O)N)CC1=CC=CC=C1 2-(((1r,4r)-4-(dibenzylamino)cyclohexyl)oxy)acetamide